BrC1=C(C2=C(CCO2)C=C1C)C(=O)O 6-bromo-5-methyl-2,3-dihydro-1-benzofuran-7-carboxylic Acid